ClC=1C(=C(C=CC1)NN1C(=CC=2C(NCCC21)=O)C2=C(C=NC=C2)C#C[C@@H]2N(CC1(CC1)C2)C(C=C)=O)OC [(3-chloro-2-methoxyphenyl)amino]-2-(3-{2-[(6R)-5-(prop-2-enoyl)-5-azaspiro[2.4]heptan-6-yl]ethynyl}pyridin-4-yl)-1H,5H,6H,7H-pyrrolo[3,2-c]pyridin-4-one